hexadecyl-3-methyl-4-oxo-3,4-dihydroimidazo[5,1-d][1,2,3,5]tetrazine-8-carboxylate C(CCCCCCCCCCCCCCC)OC(=O)C=1N=CN2C1N=NN(C2=O)C